trifluoromethyl-diphenylsulfonium tetrakis(pentafluorobenzyl)borate tert-butyl-4-((3-(methoxycarbonyl)-5-sulfamoylfuran-2-yl)methyl)piperazine-1-carboxylate C(C)(C)(C)OC(=O)N1CCN(CC1)CC=1OC(=CC1C(=O)OC)S(N)(=O)=O.FC1=C(C(=C(C(=C1C[B-](CC1=C(C(=C(C(=C1F)F)F)F)F)(CC1=C(C(=C(C(=C1F)F)F)F)F)CC1=C(C(=C(C(=C1F)F)F)F)F)F)F)F)F.FC(F)(F)[S+](C1=CC=CC=C1)C1=CC=CC=C1